5-(2-ethoxyethoxy)-N-methylpentan-1-amine C(C)OCCOCCCCCNC